C(#N)C1=C2C=C(NC2=CC=C1)C(=O)N1[C@@H]([C@@H]2[C@H](C1)CCC2)C(=O)N[C@@H](C[C@H]2C(NCC2)=O)C(CO)=O (1S,3aR,6aS)-2-(4-cyano-1H-indole-2-carbonyl)-N-[(2S)-4-hydroxy-3-oxo-1-[(3S)-2-oxopyrrolidin-3-yl]butan-2-yl]-hexahydro-1H-cyclopenta[c]pyrrole-1-carboxamide